C([O-])([O-])=O.[Ga+3].C([O-])([O-])=O.C([O-])([O-])=O.[Ga+3] Gallium (III) carbonate